C(C)(=O)NC1=CC=C(C=C1)S(=O)(=O)N1C(CCCC1)C(=O)NO 1-((4-acetamidophenyl)sulfonyl)-N-hydroxypiperidine-2-carboxamide